mono-(2-methacryloyloxyethyl)phthalic acid C(C(=C)C)(=O)OCCC1=C(C(C(=O)O)=CC=C1)C(=O)O